4-amino-1-(3-methoxyphenyl)-2-oxo-7-(trifluoromethyl)-1,2-dihydroquinoline-3-carboxylic acid methyl ester COC(=O)C=1C(N(C2=CC(=CC=C2C1N)C(F)(F)F)C1=CC(=CC=C1)OC)=O